6-((3S,4S)-4-amino-3-methyl-2-oxa-8-azaspiro[4.5]decan-8-yl)-3-(1-(benzo[d]oxazol-5-yl)cyclopropyl)-1,5-dihydro-4H-pyrazolo[3,4-d]pyrimidin-4-one N[C@@H]1[C@@H](OCC12CCN(CC2)C=2NC(C1=C(N2)NN=C1C1(CC1)C=1C=CC2=C(N=CO2)C1)=O)C